P(=O)(OC(C)(C)C)(OC(C)(C)C)OC1=C(C(=CC(=C1)C)C)C(C)(CCO[Si](C)(C)C(C)(C)C)C di-tert-butyl (2-(4-((tert-butyldimethylsilyl) oxy)-2-methylbut-2-yl)-3,5-dimethylphenyl) phosphate